C(C)S(=O)(=O)OCCCCCCCCNC1=NC(=NC=C1)N[C@H](C)C1=CC(=CC=C1)OCCCNC (R)-8-((2-((1-(3-(3-(methylamino)propoxy)phenyl)ethyl)amino)pyrimidin-4-yl)amino)-octyl ethanesulfonate